4-(hydroxymethyl)phenylboric acid OCC1=CC=C(C=C1)OB(O)O